N-formamidopiperidine C(=O)NN1CCCCC1